2-(thien-2-yl)morpholine-4-carboxylic acid S1C(=CC=C1)C1CN(CCO1)C(=O)O